ClC(CC(C(Cl)(Cl)Cl)Cl)(Cl)Cl 1,1,1,3,4,4,4-heptachlorobutane